FC=1C=C(C=CC1F)N1C([C@@H]2C([C@H]2[C@H]1CO)(C)C)=O |&1:12| (1S,4S,SR)-3-(3,4-difluorophenyl)-4-(hydroxymethyl)-6,6-dimethyl-3-azabicyclo[3.1.0]hexan-2-one